NC1=C2CCN(CC2=CC=C1)CC1=NC2=CC=C(C=C2C(N1)=O)OC 2-[(5-amino-3,4-dihydro-1H-isoquinolin-2-yl)methyl]-6-methoxy-3H-quinazolin-4-one